C1=CC=C(C(=C1)C(=N)N)F fluorobenzamidine